ClC1=C(C(=O)O)C=CC(=C1)C1=NC=NN1C1CC1 2-chloro-4-(1-cyclopropyl-1H-1,2,4-triazol-5-yl)benzoic acid